(S) or (R)-2-fluoro-N'-((1,2,3,5,6,7-hexahydro-s-indacen-4-yl)carbamoyl)-4-(2-(methylamino)propan-2-yl)benzenesulfonimidamide FC1=C(C=CC(=C1)C(C)(C)NC)[S@](=O)(N)=NC(NC1=C2CCCC2=CC=2CCCC12)=O |o1:12|